C(C1=CC=CC=C1)(=O)O[C@@H]1[C@H](O[C@@H](C1(F)F)Br)COC(C1=CC=CC=C1)=O benzoic acid ((2R,3R,5R)-3-(benzoyloxy)-5-bromo-4,4-difluorotetrahydrofuran-2-yl)Methyl ester